FC(C1=CC=CC(=N1)NC(=O)C1=CC2=CN(N=C2C=C1OC(C)C)C1OCCCC1)F N-(6-(difluoromethyl)pyridin-2-yl)-6-isopropoxy-2-(tetrahydro-2H-pyran-2-yl)-2H-indazole-5-carboxamide